COC(C1=CC(=CC=C1)C=1C=NN(C1)C(F)(F)F)=O 3-(1-(trifluoromethyl)-1H-pyrazol-4-yl)benzoic acid methyl ester